5-(3-(3-(1H-1,2,3-triazol-4-yl)pyrrolidin-1-yl)isoxazol-5-yl)-N-(5,6-difluoro-2,3-dihydro-1H-inden-2-yl)pyrimidin-2-amine N1N=NC(=C1)C1CN(CC1)C1=NOC(=C1)C=1C=NC(=NC1)NC1CC2=CC(=C(C=C2C1)F)F